tert-butyl 3,3-difluoro-4-((S)-1-(4-fluorophenyl)-N-methyl-1,2,3,4-tetrahydroisoquinoline-2-carboxamido)pyrrolidine-1-carboxylate FC1(CN(CC1N(C(=O)N1[C@H](C2=CC=CC=C2CC1)C1=CC=C(C=C1)F)C)C(=O)OC(C)(C)C)F